COC[C@@H]1CCCN1 (S)-(+)-2-(methoxymethyl)pyrrolidine